antimony pentanitrate [N+](=O)([O-])[O-].[N+](=O)([O-])[O-].[N+](=O)([O-])[O-].[N+](=O)([O-])[O-].[N+](=O)([O-])[O-].[Sb+5]